tributyl-(4,5-dihydrofuran-2-yl)stannane C(CCC)[Sn](C=1OCCC1)(CCCC)CCCC